(-)-8-((1R,2R)-2-hydroxy-2-(methyl-d3)cyclopentyl)-6-(difluoromethyl-d)-2-((1-((methyl-d3)sulfonyl)piperidin-4-yl-3,3,5,5-d4)-amino)pyrido[2,3-d]pyrimidin-7(8H)-one O[C@]1([C@@H](CCC1)N1C(C(=CC2=C1N=C(N=C2)NC2C(CN(CC2([2H])[2H])S(=O)(=O)C([2H])([2H])[2H])([2H])[2H])C([2H])(F)F)=O)C([2H])([2H])[2H]